C[C@H]1N(CCC1)C=1OC2=C(N1)C=CC(=C2)N2C=C(C(C=C2C2=CC=C(C=C2)N2CCCC2)=O)C(=O)O (R)-1-(2-(2-Methylpyrrolidin-1-yl)benzo[d]oxazol-6-yl)-4-oxo-6-(4-(pyrrolidin-1-yl)phenyl)-1,4-dihydropyridine-3-carboxylic acid